diboron dipyrrole N1C=CC=C1.N1C=CC=C1.[B].[B]